N-[(6-Amino-2-pyridyl)sulfonyl]-6-(3-fluoro-5-isobutoxyphenyl)-2-[(3-methyloxetan-3-yl)methoxy]pyridin-3-carboxamid NC1=CC=CC(=N1)S(=O)(=O)NC(=O)C=1C(=NC(=CC1)C1=CC(=CC(=C1)OCC(C)C)F)OCC1(COC1)C